F[C@H]1[C@H](O[C@@H]2[C@@H]1OP(OC2)(=O)NCCOCC2=CC=C(C=C2)C)N2C(NC(C(=C2)C)=O)=O 1-((4aS,6S,7R,7aS)-7-Fluoro-2-((2-((4-methylbenzyl)oxy)ethyl)amino)-2-oxidotetrahydro-4H-furo[3,2-d][1,3,2]dioxaphosphinin-6-yl)-5-methylpyrimidine-2,4(1H,3H)-dione